[7-[1-(2,6-Dioxopiperidin-3-yl)-3-methyl-2-oxo-1,3-benzodiazol-4-yl]heptyl]carbamic acid tert-butyl ester C(C)(C)(C)OC(NCCCCCCCC1=CC=CC=2N(C(N(C21)C)=O)C2C(NC(CC2)=O)=O)=O